[Si](C1=CC=CC=C1)(C1=CC=CC=C1)(C(C)(C)C)O[C@H]1[C@H](CC1)O |o1:18,19| rel-(1S,2R)-2-((tert-butyldiphenylsilyl)oxy)cyclobutan-1-ol